tert-butyl (3S,4S)-4-(((benzyloxy)carbonyl)amino)-3-(((methylsulfonyl)oxy)methyl)piperidine-1-carboxylate C(C1=CC=CC=C1)OC(=O)N[C@@H]1[C@H](CN(CC1)C(=O)OC(C)(C)C)COS(=O)(=O)C